4-(4-(tert-butyl)pyridin-2-yl)-6-phenyldibenzo[b,d]furan-2-ol C(C)(C)(C)C1=CC(=NC=C1)C1=CC(=CC2=C1OC1=C2C=CC=C1C1=CC=CC=C1)O